C(C(=C)C)(=O)OCC1CO1.CC1=C(C(=C(C(=C1C)N)C)C)N 2,3,5,6-tetramethyl p-phenylenediamine Glycidyl methacrylate